C12CN(CC(CC1)C2)C(=O)OC2C(OCC2)(CO)C#C 2-ethynyl-2-(hydroxymethyl)tetrahydrofuran-3-ol 3-azabicyclo[3.2.1]octane-3-carboxylate